water, gallium salt [Ga].O